C(CCC\C=C/CC)OC(CCC(=O)OCCCCCCN(CC(CCCCCC(=O)OCCCCCCCCC)O)C)OCCCC\C=C/CC nonyl 8-((6-((4,4-bis(((Z)-oct-5-en-1-yl)oxy)butanoyl)oxy)hexyl)(methyl)amino)-7-hydroxyoctanoate